4-carboxytetrahydro-2h-pyran C(=O)(O)C1CCOCC1